cyclohexylboronic acid methyliminodiacetate CN(CC(=O)O)CC(=O)O.C1(CCCCC1)B(O)O